CN1N=C(C(=C1)C1=CC=C(N=N1)NCC1CC12CCN(CC2)CCC)C 6-(1,3-dimethylpyrazol-4-yl)-N-[(6-propyl-6-azaspiro[2.5]octan-2-yl)methyl]pyridazin-3-amine